ClC1=C([C@@H](C(=O)O)O)C=CC=C1 2-Chloro-L-mandelic acid